C(C)OC=1C=NC=CC1C1=CC(=C2C(=N1)C(=NN2C(C)C)C)NCC=2OC(=NN2)C 5-(3-ethoxy-4-pyridinyl)-1-isopropyl-3-methyl-N-[(5-methyl-1,3,4-oxadiazol-2-yl)methyl]pyrazolo[4,3-b]pyridin-7-amine